2-(5-(3-isopropyl-2-(2-methylpyridin-4-yl)-1H-indol-5-yl)-1,3,4-oxadiazol-2-yl)-N-methylethan-1-amine C(C)(C)C1=C(NC2=CC=C(C=C12)C1=NN=C(O1)CCNC)C1=CC(=NC=C1)C